N[C@H](C=1OC2=C(N1)C=C(C=C2F)[C@H](COC)N2C(N[C@@H](C2)C(F)(F)F)=O)C2CCC(CC2)(F)F (S)-1-((R)-1-(2-((S)-amino(4,4-difluorocyclohexyl)methyl)-7-fluorobenzo[d]-oxazol-5-yl)-2-methoxyethyl)-4-(trifluoromethyl)-imidazolidin-2-one